N-[1-(Cyanomethyl-carbamoyl)-cyclohexyl]-4-(1-propyl-piperidin-4-yl)-benzamide C(#N)CNC(=O)C1(CCCCC1)NC(C1=CC=C(C=C1)C1CCN(CC1)CCC)=O